CC(CC1C(CC2N(CCC3=CC=C(C=C23)OC)C1)O)(C)C 3-(2,2-dimethylpropyl)-10-methoxy-1H,2H,3H,4H,6H,7H,11bH-pyrido[2,1-a]isoquinolin-2-ol